ClC1=C(C=CC(=C1)C(=O)N1[C@H]([C@@H](N(CC1)C1=CC(=CC=C1)Cl)C)C)[S@](=O)CC(=O)OCC1=CC2=C(OCO2)C=C1 |&1:24| (±)-Benzo[d][1,3]dioxol-5-ylmethyl 2-((2-chloro-4-(4-(3-chlorophenyl)-trans-2,3-dimethylpiperazine-1-carbonyl)phenyl)sulfinyl)acetate